C(N)(=O)C1=CC(=C(C=C1)C1=CC(=CC(=C1)O)CN1[C@H](COCC1)C(=O)N[C@H](C)C1=CC=C(C(=O)OC)C=C1)C methyl 4-((R)-1-((R)-4-((4'-carbamoyl-5-hydroxy-2'-methyl-[1,1'-biphenyl]-3-yl)methyl)morpholine-3-carboxamido)ethyl)benzoate